3-ethyl-8-fluoro-7-bromomethyl-1H-quinoxalin-2-one C(C)C=1C(NC2=C(C(=CC=C2N1)CBr)F)=O